C1(=CC=CC=C1)CNC(C(=O)N(C)C1CCCC1)C(C(C)C)(F)F 2-(Phenylmethylamino)-N-cyclopentyl-3,3-difluoro-N,4-dimethylpentanamide